C1(CC1)NC(=O)C=1C=CC(=C(C1)NC1=NC=NN2C1=C(C(=C2)C(=O)NCCC)C)C 4-((5-(cyclopropylcarbamoyl)-2-methylphenyl)amino)-5-methyl-N-propylpyrrolo[2,1-f][1,2,4]triazine-6-carboxamide